ClC1=C(C=C2C=C(NC2=C1)C(=O)N[C@H](C(=O)N[C@@H](C[C@H]1C(NC(C1)(C)C)=O)C#N)CC1CC1)F 6-chloro-N-[(1S)-2-[[(1S)-1-cyano-2-[(3R)-5,5-dimethyl-2-oxo-pyrrolidin-3-yl]ethyl]amino]-1-(cyclopropylmethyl)-2-oxo-ethyl]-5-fluoro-1H-indole-2-carboxamide